bromostilbene C1=CC=C(C=C1)C=CC2=CC=CC=C2Br